tetrahydro-1H-cyclobuta[f]inden C1CC2C1=CC1=CC=CC1C2